(3R)-4-[3-bromo-7-(1-methyl-1H-pyrazol-5-yl)-[1,2]thiazolo[4,5-b]pyridin-5-yl]-3-methylmorpholine BrC1=NSC=2C1=NC(=CC2C2=CC=NN2C)N2[C@@H](COCC2)C